N-(2-(2-fluoro-1H-indol-3-yl)ethyl)pentanamide FC=1NC2=CC=CC=C2C1CCNC(CCCC)=O